N[C@@H](CNC([O-])=O)CC1=CC=CC=C1.C1(=CC=CC=C1)[S+](C1=CC=C(C=C1)C)C1=CC=CC=C1 diphenyl-p-methylphenyl-sulfonium (R)-2-AMINO-3-PHENYLPROPYL-CARBAMATE